[N-](S(=O)(=O)C(F)(F)F)S(=O)(=O)C(F)(F)F.N1C=[NH+]C=C1 imidazolium-bis(trifluoromethanesulfonyl)imide